C(C1=CC=CC=C1)N(C(C)=O)CC=1C(=NC(=NC1)NC=1C=NN(C1)C)NC=1C=C(C=CC1)NC(OC(C)(C)C)=O tert-butyl (3-((5-((N-benzylacetamido)methyl)-2-((1-methyl-1H-pyrazol-4-yl)amino)pyrimidin-4-yl)amino)phenyl)carbamate